4-[(2R)-3-(3,4-dihydro-1H-isoquinolin-2-yl)-2-hydroxy-propyl]-8-(2-oxa-6-azaspiro[3.3]hept-6-ylmethyl)-2,3-dihydro-1,4-benzoxazepin-5-one C1N(CCC2=CC=CC=C12)C[C@H](CN1CCOC2=C(C1=O)C=CC(=C2)CN2CC1(COC1)C2)O